C1=CC=CC=2OC3=CC=CC=C3C3(C12)OC(C1=CC=CC=C13)=O spiro[isobenzofuran-1,9'-xanthene]-3-one